tert-butyloxycarbonyl-(BOC) isothiocyanate C(C)(C)(C)OC(=O)CC(OC(=O)N=C=S)(C)C